FC(N1N=CC(=C1)C1(C=CC(=CN1)C1=CN(N=C1)F)N1CCN(CC1)CC1=CC=C(C=C1)C#C)F 6-(1-(difluoromethyl)-1H-pyrazole-4-yl)-4-(6-(4-(4-ethynylbenzyl)piperazine-1-yl)pyridine-3-yl)-2-fluoropyrazol